C(C)O[N+](=O)[O-].C(C1=CC=NC=C1)(=O)N (isonicotinamide) ethyl-nitrate